2-methyl-5-(methyl-d3)-4,5-dihydro-2H-[1,2,3]triazolo[4,5-c]quinolin-6-amine CN1N=C2C(CN(C3=C(C=CC=C23)N)C([2H])([2H])[2H])=N1